(4-carbamoyl-cyclohexylmethyl)-carbamic acid tert-butyl ester C(C)(C)(C)OC(NCC1CCC(CC1)C(N)=O)=O